Cl.FC(CCN)(F)F 3,3,3-trifluoro-propylamine hydrochloride salt